CN1C[C@H](CCC1)NC(=O)C1=CC(=CC=2N(C=NC21)CC(F)(F)F)C#CCNC=2C(OC)=CC=C(C2)S(=O)(=O)C N-[(S)-1-methyl-3-piperidyl]-6-[3-(4-mesyl-2-anisidino)-1-propynyl]-1-(2,2,2-trifluoroethyl)-1H-benzo[d]imidazole-4-carboxamide